FC(C(=O)NC1=C(C=CC=C1)C(\C=C\C1=CC(=C(C=C1)OC)O)=O)(F)F 2,2,2-Trifluoro-N-[2-[(E)-3-(3-hydroxy-4-methoxyphenyl)prop-2-enoyl]phenyl]acetamide